butylene glycol distearate C(CCCCCCCCCCCCCCCCC)(=O)OCCCCOC(CCCCCCCCCCCCCCCCC)=O